COC(C1=C(N=CC(=C1)C1=CC=C(C=C1)[C@@]12CN(C[C@H]2C1)C(C)C)N)=O 2-amino-5-(4-((1R,5S)-3-isopropyl-3-azabicyclo[3.1.0]hex-1-yl)phenyl)nicotinic acid methyl ester